5-[4-(1-methyl-1H-benzimidazol-6-yl)-3-(trifluoromethyl)phenyl]-3,6-dihydro-2H-1,3,4-oxadiazin-2-one CN1C=NC2=C1C=C(C=C2)C2=C(C=C(C=C2)C2=NNC(OC2)=O)C(F)(F)F